COC=1C=C(C=CC1OC)C=1N=C2N(CC(CC2)C2CCN(CC2)C2CC3(CN(C3)C(C)C)C2)C1 (3,4-dimethoxyphenyl)-6-(1-(2-isopropyl-2-azaspiro[3.3]heptan-6-yl)piperidin-4-yl)-5,6,7,8-tetrahydroimidazo[1,2-a]pyridine